P(=O)(OCC(COC(CCCCC1(N=N1)CCCCCC1(N=N1)CCCC)=O)OC(CCCCC1(N=N1)CCCCCC1(N=N1)CCCC)=O)(OCC[N+](C)(C)C)[O-] 2,3-bis((5-(3-(5-(3-butyl-3H-diazirin-3-yl)pentyl)-3H-diazirin-3-yl)pentanoyl)oxy)propyl (2-(trimethylammonio)ethyl) phosphate